Bornyl Acetate ((2s,4s)-1,7,7-trimethylbicyclo[2.2.1]heptan-2-yl acetate) CC12[C@@H](C[C@H](CC1)C2(C)C)CC(=O)O.C(C)(=O)OC2C1(CCC(C2)C1(C)C)C